C(#N)[C@@H](C[C@@H]1C(NCC1)=O)NC(=O)[C@@H]1N([C@H]2CC([C@@H]1CC2)(F)F)C(=O)C=2NC1=CC(=CC(=C1C2)C(F)F)F (1R,3R,4R)-N-((R)-1-cyano-2-((R)-2-oxopyrrolidin-3-yl)ethyl)-2-(4-(difluoromethyl)-6-fluoro-1H-indole-2-carbonyl)-5,5-difluoro-2-azabicyclo[2.2.2]octane-3-carboxamide